4-(2-methoxyethoxy)benzene COCCOC1=CC=CC=C1